O=CCCCC(=O)OON=CC1CC(OCC1)NC(=O)OC(C)(C)C ((((((tert-butoxycarbonyl) amino) tetrahydro-2H-pyran-4-yl) methylene) amino) oxy) 5-oxopentanoate